CC=1C=C2C(C=C(OC2=C(C1)C(C)NC1=C(C(=O)O)C=CC=C1)N1CC2=CC=CC(=C2C1)C)=O 2-[1-[6-Methyl-2-(4-methylisoindolin-2-yl)-4-oxo-chromen-8-yl]ethylamino]benzoic acid